C(C1=CC=CC=C1)[C@@H]1N(OCC1)C1=CC(=NC=N1)NC=1C(=CC(=C(C1)C(C(=O)N)=C)N1[C@H]2CN([C@@H](C1)C2)CC)OC (5-((6-((S)-3-benzylisooxazolidin-2-yl)pyrimidin-4-yl)amino)-2-((1R,4R)-5-ethyl-2,5-diazabicyclo[2.2.1]hept-2-yl)-4-methoxyphenyl)acrylamide